CN1CC(C1)(C)[C@@](O)(C=1C=NC=C(C1)C1=NOC=N1)C1=CC=C(C=C1)C(C)C (R)-(1,3-Dimethyl-azetidin-3-yl)-(4-isopropyl-phenyl)-(5-[1,2,4]oxadiazol-3-yl-pyridin-3-yl)-methanol